N1C(=CC=C1)C(=O)N AZOL-AMID